CC=1C=C2C(C=C(OC2=C(C1)C(C)NC1=C(C(=O)O)C=CC=C1)C1=CN(C(C=C1)=O)C)=O 2-((1-(6-methyl-2-(1-methyl-6-oxo-1,6-dihydropyridin-3-yl)-4-oxo-4H-chromen-8-yl)ethyl)amino)benzoic acid